OC(CCCCCCCCCCCCCCCCCCCCC(=O)O)CCC(CCC)O 22,25-Dihydroxyoctacosanoic acid